5-Chloro-1H-pyrrolo[2,3-b]pyridin ClC=1C=C2C(=NC1)NC=C2